[C@@H](C)(CC)[C@@]1(COCC2=C1NC(C1=C2C=C(S1)C=1C=NNC1)=O)O (R)-4-((R)-sec-butyl)-4-hydroxy-8-(1H-pyrazol-4-yl)-1,3,4,5-tetrahydro-6H-pyrano[4,3-b]Thieno[3,2-d]Pyridin-6-one